1-(3-(bromomethyl)phenyl)-N-(2-((tert-butyldimethylsilyl)oxy)ethyl)-N-methylmethanesulfonamide BrCC=1C=C(C=CC1)CS(=O)(=O)N(C)CCO[Si](C)(C)C(C)(C)C